ClC=1C=CC2=C(C(=NCCN2)C2=C(C=CC=C2)F)C1 7-chloro-5-(2-fluorophenyl)-1,3-dihydro-2H-1,4-benzodiazepine